6,7,8,9-tetrahydroimidazo[1,5-a]pyrido[3,4-e]pyrimidine-5(4H)-one C1=NC=C2N1C1=C(C(N2)=O)CNCC1